C(C)(C)P(C=C)(C(C)C)=O diisopropyl-(vinyl)phosphine oxide